Cl.FCS(=O)(=O)N 1-fluoro-methanesulfonamide HCl salt